β-(aminoethyl)-γ-aminopropyltriethoxysilane NCCC(C[Si](OCC)(OCC)OCC)CN